2-((tert-butoxycarbonyl)amino)-3-methoxybutanoic acid C(C)(C)(C)OC(=O)NC(C(=O)O)C(C)OC